bis-(dimethylamino)tungsten CN(C)[W]N(C)C